(4-((2R,4s,6S)-2-cyano-7-((5-methoxy-7-methyl-1H-indol-4-yl)methyl)-7-azaspiro[3.5]nonan-6-yl)benzoyl)-L-phenylalanine C(#N)C1CC2(C1)C[C@H](N(CC2)CC2=C1C=CNC1=C(C=C2OC)C)C2=CC=C(C(=O)N[C@@H](CC1=CC=CC=C1)C(=O)O)C=C2